(2-(1-(6,7-dimethoxyquinolin-4-yl)azetidin-3-yl)ethyl)aminosulfonamide COC=1C=C2C(=CC=NC2=CC1OC)N1CC(C1)CCNS(=O)(=O)N